N,N-dimethyl-1-(6-azaspiro[3.4]octan-1-yl)methanamine CN(CC1CCC12CNCC2)C